FC1=C(C(=CC=C1)F)S(=O)(=O)C 1,3-difluoro-2-(methylsulfonyl)benzene